ClC=1C(=NC=CC1C=1C(=C(C=CC1)NC(=O)C1=CC=C(C=N1)CN(C(OC(C)(C)C)=O)CCO)C)C1=CC(=C(C=C1)CNC[C@H]1NC(CC1)=O)C tert-Butyl (S)-((6-((3-(3-chloro-2-(3-methyl-4-((((5-oxopyrrolidin-2-yl)methyl)amino)methyl)phenyl)pyridin-4-yl)-2-methylphenyl)carbamoyl)pyridin-3-yl)methyl)(2-hydroxyethyl)carbamate